BrC1=CC(=C(OCC(=O)OC(C)(C)C)C=C1)C1=NOCC1OCCCC tert-butyl 2-[4-bromo-2-(4-butoxy-4,5-dihydroisoxazol-3-yl)phenoxy]acetate